N-(2-(diphenylphosphino)ethyl)-5,6,7,8-tetrahydroquinolin-one C1(=CC=CC=C1)P(CCN1C(C=CC=2CCCCC12)=O)C1=CC=CC=C1